((7-(((3S,6S,10aS)-3-(5,7-dioxo-6-(pyridin-3-yl)-4,6-diazaspiro[2.4]heptane-4-carbonyl)-5-oxodecahydropyrrolo[1,2-a]azocin-6-yl)carbamoyl)naphthalen-2-yl)methyl)phosphonic acid O=C1N(C2(CC2)C(N1C=1C=NC=CC1)=O)C(=O)[C@@H]1CC[C@H]2N1C([C@H](CCCC2)NC(=O)C2=CC=C1C=CC(=CC1=C2)CP(O)(O)=O)=O